Diethyl (3,5-dimethoxybenzoyl)-L-glutamate COC=1C=C(C(=O)N[C@@H](CCC(=O)OCC)C(=O)OCC)C=C(C1)OC